FC(C(=O)O)(F)F.FC(C(=O)O)(F)F.FC(C(=O)O)(F)F.FC1=C(C(=CC(=C1)F)F)O 2,4,6-trifluorophenol tris(2,2,2-trifluoroacetate)